CC1=CC(=O)OC2=C1C=CC(=C2)O[C@H]3[C@@H]([C@H]([C@@H]([C@H](O3)C(=O)O)O)O)O The molecule is a beta-D-glucosiduronic acid having a 4-methylumbelliferyl substituent at the anomeric position. A hyaluronan synthesis inhibitor, it is anti-tumourigenic for various malignant tumours. It has a role as a chromogenic compound, an antineoplastic agent and a hyaluronan synthesis inhibitor. It is a member of coumarins, a monosaccharide derivative and a beta-D-glucosiduronic acid. It derives from a 4-methylumbelliferone. It is a conjugate acid of a 4-methylumbelliferone beta-D-glucuronide(1-).